FCC(C(F)(F)F)(C(F)(F)F)O heptafluoro-t-butanol